4,4'-methylenebis(2,6-di(3-hexyl)cyclohexylamine) C(C1CC(C(C(C1)C(CC)CCC)N)C(CC)CCC)C1CC(C(C(C1)C(CC)CCC)N)C(CC)CCC